C[N+]1=CNC=C1C 3,4-Dimethyl-1H-Imidazolium